FC1(C2(C1)CC=1N(N=C(C1C1=C3C(=NC(=C1F)C)NN=C3C)C3=NC=C(C=C3)F)C2)F 1',1'-difluoro-3-(5-fluoro-3,6-dimethyl-1H-pyrazolo[3,4-b]pyridin-4-yl)-2-(5-fluoro-2-pyridinyl)spiro[4,6-dihydropyrrolo[1,2-b]pyrazole-5,2'-cyclopropane]